O-[(Ethoxycarbonyl)cyanomethyleneamino]-N,N,N',N'-tetramethyluronium tetrafluoroborate [B-](F)(F)(F)F.CCOC(=O)/C(=N/OC(=[N+](C)C)N(C)C)/C#N